S(=O)(=O)(C1=CC=CC=2C(N(C)C)=CC=CC12)N[C@H](CC1=CC=CC=C1)C(=O)O dansyl-D-phenylalanine